[2,6-bis(2,4,6-triisopropylphenyl)phenyl]-(2-sulfophenyl)phenylphosphine pyrophosphate OP(O)(=O)OP(=O)(O)O.C(C)(C)C1=C(C(=CC(=C1)C(C)C)C(C)C)C1=C(C(=CC=C1)C1=C(C=C(C=C1C(C)C)C(C)C)C(C)C)P(C1=CC=CC=C1)C1=C(C=CC=C1)S(=O)(=O)O